1-(6,7-dihydro-5H-benzo[6,7]cyclohepta[4,5-c]pyridazin-2-yl)-N3-(3-fluoro-4-(4-pyrrolidin-1-ylpiperidin-1-yl)phenyl)-1H-1,2,4-triazole-3,5-diamine C1=C2C(=NN=C1N1N=C(N=C1N)NC1=CC(=C(C=C1)N1CCC(CC1)N1CCCC1)F)CCCC1=C2C=CC=C1